CN1C(=CC(C2=CC=C(C=C12)NC=1SC(=CN1)CC(=O)O)=O)C(F)(F)F 2-(2-((1-methyl-4-oxo-2-(trifluoromethyl)-1,4-dihydroquinolin-7-yl)amino)thiazol-5-yl)acetic acid